2-methyl-2-triisopropylsiloxycarbonyl-5-triethoxysilylnorbornane CC1(C2CC(C(C1)C2)[Si](OCC)(OCC)OCC)C(=O)O[Si](C(C)C)(C(C)C)C(C)C